(tert-butoxy)-N-(4-piperidinyl)carboxamide C(C)(C)(C)OC(=O)NC1CCNCC1